ClC1=CC2=C(NC(=N2)NCC)C=C1Cl 5,6-dichloro-N-ethyl-1H-benzo[d]imidazol-2-amine